1-(3-fluoro-2,4-bis(methoxymethoxy)phenyl)cyclobutan-1-ol FC=1C(=C(C=CC1OCOC)C1(CCC1)O)OCOC